C(C)(=O)OC\C(=C\C[C@@H](C=1[C@@H]2[C@@H]([C@H](OC1)OC(C)=O)C(CCC=C(CC2)C)=C)OC(C)=O)\C (2E,5S)-5-[(1R,4aS,11aR)-1-Acetoxy-7-methyl-11-methylene-1,4a,5,6,9,10,11,11a-octahydrocyclonona[c]pyran-4-yl]-2-methyl-2-pentene-1,5-diyl diacetate